ClC1=C(N=C(S1)C1=CC=C(C=C1)OCC)C(=O)OCCCC butyl 5-chloro-2-(4-ethoxyphenyl)thiazole-4-carboxylate